chloromethyl-Vinyl-Benzene ClCC1=C(C=CC=C1)C=C